C(#N)C1=NC(=C2C=C(N=CC2=C1)N[C@@H]1CN(CCC1)C(=O)OC(C)(C)C)S(=O)(=O)C Tert-butyl (S)-3-((7-cyano-5-(methylsulfonyl)-2,6-naphthyridin-3-yl)amino)piperidine-1-carboxylate